(S)-allyl 2-(allyloxy)-4-(2-(allyloxy)-4-(4-(2-((tert-butoxycarbonyl)amino)-3-cyanopropanamido)benzamido)-3-methoxybenzamido)-3-methoxybenzoate C(C=C)OC1=C(C(=O)OCC=C)C=CC(=C1OC)NC(C1=C(C(=C(C=C1)NC(C1=CC=C(C=C1)NC([C@H](CC#N)NC(=O)OC(C)(C)C)=O)=O)OC)OCC=C)=O